(2S,3R)-2-methylpyrrolidine-3-ol C[C@@H]1NCC[C@H]1O